N=1N(N=C2C1C=CC=C2)C2=CC=C(C=C2)NC2=CC=CC=C2 {4-(2H-benzo[1,2,3]triazol-2-yl)phenyl}aniline